6-(1-methyl-1H-1,2,3-triazol-4-yl)imidazo[1,2-a]pyridine-2-carboxylic acid ethyl ester C(C)OC(=O)C=1N=C2N(C=C(C=C2)C=2N=NN(C2)C)C1